CC(CCNC(=O)NC1=C(C=C(C(=C1)C1=CC2=C(N=C(N=C2)NC)N2C1=NCC2)C)F)(C)C 1-(3,3-dimethylbutyl)-3-(2-fluoro-4-methyl-5-(2-(methylamino)-8,9-dihydroimidazo[1',2':1,6]pyrido[2,3-d]pyrimidin-6-yl)phenyl)urea